BrC=1SC(=CC1OCCC(F)(F)F)Br 2,5-dibromo-3-(3,3,3-trifluoro-propoxy)-thiophene